3-(p-tolyl)-5-(2,2,2-trifluoro-1-methyl-ethyl)-1,2,4-oxadiazole C1(=CC=C(C=C1)C1=NOC(=N1)C(C(F)(F)F)C)C